CC(=CCC/C(=C/CC/C(=C/CC/C(=C/CC/C(=C/CC/C(=C/CC/C(=C/CC/C(=C/COP(=O)([O-])OP(=O)([O-])[O-])/C)/C)/C)/C)/C)/C)/C)C The molecule is trianion of all-trans-octaprenyl diphosphate arising from deprotonation of all three diphosphate OH groups; major species at pH 7.3 It is a conjugate base of an all-trans-octaprenyl diphosphate.